FC1=CC=C(C=2C3=C(NC12)CCN(C3)C(=O)C=3N=C(SC3)C(F)(F)F)C (6-Fluoro-9-methyl-1,3,4,5-tetrahydropyrido[4,3-b]indol-2-yl)-(2-(trifluoromethyl)thiazol-4-yl)methanone